butyl-7-(3,5-dimethylphenyl)-6-methoxy-2-methyl-1H-indene C(CCC)C1C(=CC2=CC=C(C(=C12)C1=CC(=CC(=C1)C)C)OC)C